Ethyl (E)-3-(2-(3-(benziloxy)-2-hydroxypropoxy)phenyl)acrylate C(C(O)(C1=CC=CC=C1)C1=CC=CC=C1)(=O)OCC(COC1=C(C=CC=C1)/C=C/C(=O)OCC)O